OC=1C(=CC2=C(N(C([C@H]3N(C4=CC=CC=C4C3)C2=O)OC2OCCCC2)C(=O)OCC=C)C1)OC allyl (12aS)-9-hydroxy-8-methoxy-6-oxo-12-((tetrahydro-2H-pyran-2-yl)oxy)-12a,13-dihydro-6H-benzo[5,6][1,4]diazepino[1,2-a]indole-11(12H)-carboxylate